C(CCCCCCCCCCCCCCCCC)NC(CCCCCCCCCCCCCCCCCCCCC)=O N-stearylbehenic acid amide